NC1=CC=C2C(C=C(OC2=C1[N+](=O)[O-])C1=CC=C(C#N)C=C1)=O 4-(7-amino-8-nitro-4-oxo-4H-chromen-2-yl)benzonitrile